N-(5-Chloro-2,4-difluorophenyl)-3,4-dihydroxy-N-(methyl-d3)-1-(6-methyl-4-(trifluoromethyl)pyridin-2-yl)-5-oxopyrrolidine-2-carboxamide ClC=1C(=CC(=C(C1)N(C(=O)C1N(C(C(C1O)O)=O)C1=NC(=CC(=C1)C(F)(F)F)C)C([2H])([2H])[2H])F)F